C(C)OC(=O)C1=C(N2C(S1)=NCC2)C=2OC1=C(C2)C(=C(C=C1)OCC=1C=NC=CC1)Br 3-[4-bromo-5-(pyridin-3-ylmethoxy)-1-benzofuran-2-yl]-5H,6H-imidazo[2,1-b][1,3]thiazole-2-carboxylic acid ethyl ester